FC(C=1C=C(C=NC1C)NC(C(=O)N1[C@@H](CC[C@H](C1)C)C=1C=C2CCC(NC2=CC1)=O)=O)F N-[5-(difluoromethyl)-6-methyl-3-pyridyl]-2-[(2S,5R)-5-methyl-2-(2-oxo-3,4-dihydro-1H-Quinolin-6-yl)-1-piperidyl]-2-oxo-acetamide